m-methyl-phenoxycyclotriphosphazene CC=1C=C(OP2=NP=NP=N2)C=CC1